N-(6-(3,3-difluoroazetidin-1-yl)-4-methylpyridin-2-yl)-2-(4,4-dimethyl-1,4-azasilinan-1-yl)-4-((2-hydroxy-1-methylethyl)sulfonamido)benzamide FC1(CN(C1)C1=CC(=CC(=N1)NC(C1=C(C=C(C=C1)NS(=O)(=O)C(CO)C)N1CC[Si](CC1)(C)C)=O)C)F